(2-amino-5-methylphenyl) disulfide NC1=C(C=C(C=C1)C)SSC1=C(C=CC(=C1)C)N